7-ethyl-2-(4-methoxybenzyl)-1-methyl-5-(2-methylpyridin-3-yl)-1,5-dihydro-4H-imidazo[4,5-c]quinolin-4-one C(C)C=1C=CC=2C3=C(C(N(C2C1)C=1C(=NC=CC1)C)=O)N=C(N3C)CC3=CC=C(C=C3)OC